ClC1=C(C=CC=C1)C(C(=O)NC1CC(C1)(F)F)N(C(=O)[C@H]1NC(N(C1)C(=O)OC(C)(C)C)=O)C1=CC(=CC=C1)F (4S)-tert-Butyl 4-((1-(2-chlorophenyl)-2-(3,3-difluorocyclobutylamino)-2-oxoethyl)(3-fluorophenyl)carbamoyl)-2-oxoimidazolidine-1-carboxylate